cis-isoindoline hydrochloride Cl.C1NCC2=CC=CC=C12